COC1=CC(=C(C(=C1)OC)C=1NC=C(N1)C1=CC=CC=C1)O 2-(4,6-dimethoxy-2-hydroxyphenyl)-4(s)-phenylimidazole